tert-butyl (1S,2S,3S,6R,7R,8R,10S)-3-{[(1S)-1-carbamoyl-2-[(3S)-2-oxopyrrolidin-3-yl]ethyl]carbamoyl}-9,9-difluoro-4-azatetracyclo[5.3.1.0^{2,6}.0^{8,10}]undecane-4-carboxylate C(N)(=O)[C@H](C[C@H]1C(NCC1)=O)NC(=O)[C@@H]1[C@H]2[C@H]3[C@@H]4C([C@@H]4[C@@H]([C@H]2CN1C(=O)OC(C)(C)C)C3)(F)F